tert-butyl ((1r,4r)-4-(5-(6-carbamimidoyl-1-(naphthalen-1-ylmethyl)-1H-indol-2-yl)-1,3,4-oxadiazol-2-yl) cyclohexyl)carbamate C(N)(=N)C1=CC=C2C=C(N(C2=C1)CC1=CC=CC2=CC=CC=C12)C1=NN=C(O1)C1CCC(CC1)NC(OC(C)(C)C)=O